FC1=CC(=C(C=C1F)C1CCN(CC1)[C@@H]1COC2(CNC2)C1)O[C@H]1COCC1 (S)-7-(4-(4,5-difluoro-2-(((R)-tetrahydrofuran-3-yl)oxy)phenyl)piperidin-1-yl)-5-oxa-2-azaspiro[3.4]octane